N-(3,5-difluoro-4-((6-methoxy-7-(2-(methylamino)ethoxy)quinazolin-4-yl)oxy)phenyl)-4-methoxypyridine-3-carboxamide FC=1C=C(C=C(C1OC1=NC=NC2=CC(=C(C=C12)OC)OCCNC)F)NC(=O)C=1C=NC=CC1OC